Cl.ClC=1C=C(C(=C(C1)C1=C2C(=NC=C1)C=C(S2)CN2C(C1C(C1C2=O)(C)C)=O)NC2CNCC2)C 3-((7-(5-chloro-3-methyl-2-(pyrrolidin-3-ylamino)phenyl)thieno[3,2-b]pyridin-2-yl)methyl)-6,6-dimethyl-3-azabicyclo[3.1.0]hexane-2,4-dione hydrochloride